CN(C1=C(C=NC=2NC3=C(C=C(C(=C3C21)F)F)NC)C=2C=C1C(C(=CN(C1=NC2)CC2(CC2)O)C(=O)O)=O)C 6-(4-(dimethylamino)-5,6-difluoro-8-(methylamino)-9H-pyrido[2,3-b]indol-3-yl)-1-((1-hydroxycyclopropyl)methyl)-4-oxo-1,4-dihydro-1,8-naphthyridine-3-carboxylic acid